3-fluoro-N-[2-fluoro-3-[[[2-iodo-4-[1,2,2,2-tetrafluoro-1-trifluoromethylethyl]-6-trifluoromethylphenyl]amino]carbonyl]phenyl]-N-methylbenzamide FC=1C=C(C(=O)N(C)C2=C(C(=CC=C2)C(=O)NC2=C(C=C(C=C2C(F)(F)F)C(C(F)(F)F)(C(F)(F)F)F)I)F)C=CC1